rac-1-((1-(fluoromethyl)-3-oxocyclohexyl)methyl)-1H-benzo[d]imidazole-6-carbonitrile FC[C@]1(CC(CCC1)=O)CN1C=NC2=C1C=C(C=C2)C#N |r|